cyclohex-2-en-1,4-diol diacetate C(C)(=O)OC1C=CC(CC1)OC(C)=O